bipyridyl-bisamide N1=C(C(=C(C=C1)C(=O)N)C(=O)N)C1=NC=CC=C1